1,3,6-naphthalenetrisulphonic acid C1(=CC(=CC2=CC(=CC=C12)S(=O)(=O)O)S(=O)(=O)O)S(=O)(=O)O